11-[2-(8-carboxyoctyl)-3,4-dihydroxy-5,6-dipropylcyclohexyl]-9,10-dihydroxyundecanoic acid C(=O)(O)CCCCCCCCC1C(C(C(C(C1O)O)CCC)CCC)CC(C(CCCCCCCC(=O)O)O)O